4-morpholino-N-(4-phenyloxazol-2-yl)-6-(4-pyridyl)furo[3,2-d]pyrimidin-2-amine O1CCN(CC1)C=1C2=C(N=C(N1)NC=1OC=C(N1)C1=CC=CC=C1)C=C(O2)C2=CC=NC=C2